(6R)-6-{[7-(methylsulfonyl)-2-(1-methyl-1H-pyrazol-4-yl)[1,2,4]triazolo[1,5-c]quinazolin-5-yl]amino}-1,4-diazepin-5-one CS(=O)(=O)C1=CC=CC=2C=3N(C(=NC12)NC=1C(N=CC=NC1)=O)N=C(N3)C=3C=NN(C3)C